OC1=C(OC2=CC(=C(C(=C2C1=O)O)OC)OC)C1=CC(=C(C=C1)O)O 3,5,3',4'-Tetrahydroxy-6,7-dimethoxyflavone